methyl (S)-2-(2,6-difluorobenzamido)-3-(5'-fluoro-[8,8'-biquinolin]-5-yl)propanoate FC1=C(C(=O)N[C@H](C(=O)OC)CC2=C3C=CC=NC3=C(C=C2)C=2C=CC(=C3C=CC=NC23)F)C(=CC=C1)F